C(C)(=O)N1[C@H]([C@@H]([C@H](C2=CC(=CC=C12)C(=O)N)NC1=NC=CC(=C1)Cl)C)C1CC1 (2S,3R,4R)-1-acetyl-4-((4-chloropyridin-2-yl)amino)-2-cyclopropyl-3-methyl-1,2,3,4-tetrahydroquinoline-6-carboxamide